methyl (E)-3-(3-(N-(4-(benzo[d]thiazol-6-yl)benzyl)cyclohexanecarboxamido)phenyl)acrylate S1C=NC2=C1C=C(C=C2)C2=CC=C(CN(C(=O)C1CCCCC1)C=1C=C(C=CC1)/C=C/C(=O)OC)C=C2